methyl N5-(2-(2-ethoxyethoxy)ethyl)-N5-methyl-L-glutaminate hydrochloride Cl.C(C)OCCOCCN(C(CC[C@H](N)C(=O)OC)=O)C